C(C)(=O)C1=CC=C(S1)C=1C=C(C=2N=CN=C(C2N1)N[C@@H]1CNC[C@H](C1)F)C(=O)N 6-(5-acetylthiophen-2-yl)-4-{[(3s,5s)-5-fluoropiperidin-3-yl]amino}pyrido[3,2-d]pyrimidine-8-carboxamide